BrC1=CC=2N(C=C1)N=C(N2)C2=CC=CC=C2 7-bromo-2-phenyl-[1,2,4]triazolo[1,5-a]pyridine